OC(C)C1=NC2=C(OC13NC1=CC=CC=C1C3(C)C)C=CC3=CC=CC=C32 1-hydroxyethyl-3,3-dimethylspiro[indoline-2,3'-[3H]-naphtho[2,1-b][1,4]oxazine]